OC1[C@@H](CN(C[C@@H]1C)C(=O)C1=CN=C(S1)C1=C(C(=C(C(=C1)F)F)O)F)C ((3R,4s,5S)-4-Hydroxy-3,5-dimethylpiperidin-1-yl)(2-(2,4,5-trifluoro-3-hydroxyphenyl)thiazol-5-yl)methanone